FC1=C(C=CC=C1)C1=CC(=CN1S(=O)(=O)C1=CC=C(C=C1)F)C=O 5-(2-fluorophenyl)-1-((4-fluorophenyl)sulfonyl)-1H-pyrrole-3-carbaldehyde